O[C@@H]1C[C@H](C2=C1N=CN=C2N2CCN(CC2)C(=O)OC(C)(C)C)C tert-Butyl 4-((5R,7R)-7-hydroxy-5-methyl-6,7-dihydro-5H-cyclopenta[d]pyrimidin-4-yl)piperazine-1-carboxylate